NC1=C(C=C2C(=N1)C=C(N2)CN2C(=CC=CC2=O)C(=O)N(C2=CC=CC=C2)C)C 1-((5-amino-6-methyl-1H-pyrrolo[3,2-b]pyridin-2-yl)methyl)-N-methyl-6-oxo-N-phenyl-1,6-dihydropyridine-2-carboxamide